Triazolyloxyacetic acid N1N=NC(=C1)OCC(=O)O